tert-butyl (3-(N-(3-hydroxypropyl)octanamido)propyl)carbamate OCCCN(C(CCCCCCC)=O)CCCNC(OC(C)(C)C)=O